(6-{3-Ethoxy-4-[(2-methoxy-ethylamino)-methyl]-phenyl}-pyrimidin-4-yl)-[2-(7-fluoro-2,4-dimethyl-indol-1-yl)-ethyl]-amine C(C)OC=1C=C(C=CC1CNCCOC)C1=CC(=NC=N1)NCCN1C(=CC2=C(C=CC(=C12)F)C)C